N1=C(C=CC=C1)C#N pyridin-2-carbonitrile